ClC=1C=C2C3=C(N(C2=C(C1)C=1C=NC=CC1)CC(F)(F)F)C=NC=C3 6-Chloro-8-pyridin-3-yl-9-(2,2,2-trifluoro-ethyl)-9H-pyrido[3,4-b]indole